tert-butyl (1-(N-(5-chloro-4-(cyclopentylmethoxy)-2-fluorobenzoyl)sulfamoyl) azepan-3-yl)carbamate ClC=1C(=CC(=C(C(=O)NS(=O)(=O)N2CC(CCCC2)NC(OC(C)(C)C)=O)C1)F)OCC1CCCC1